FC1([C@@H](CN2C(N(CC[C@@H]21)C2=NOC1=C2C(=C(C=C1)F)C1=C(C=C(C=C1F)F)F)=O)NS(=O)(=O)CC)F N-{(4aR,6R)-5,5-difluoro-2-[5-fluoro-4-(2,4,6-trifluorophenyl)-1,2-benzoxazol-3-yl]-1-oxooctahydropyrrolo[1,2-c]pyrimidin-6-yl}ethanesulfonamide